2-(2,6-bis(benzyloxy)pyridin-3-yl)-5-(7-(trifluoromethoxy)-2-azaspiro[3.5]nonane-2-carbonyl)isoindolin-1-one C(C1=CC=CC=C1)OC1=NC(=CC=C1N1C(C2=CC=C(C=C2C1)C(=O)N1CC2(C1)CCC(CC2)OC(F)(F)F)=O)OCC2=CC=CC=C2